BrC=1C=NN(C1)C1(CCN(CC1)C(=O)OC(C)(C)C)C(=O)O 4-(4-bromopyrazol-1-yl)-1-tert-butoxycarbonyl-piperidine-4-carboxylic acid